FC(C1C(C1)C(=O)NN)(F)F 2-(trifluoromethyl)cyclopropanecarbohydrazide